1-(2-chlorophenyl)-7-(trifluoromethoxy)quinazoline-2,4(1H,3H)-dione ClC1=C(C=CC=C1)N1C(NC(C2=CC=C(C=C12)OC(F)(F)F)=O)=O